5-((8-((R)-3-(4-amino-3-(4-phenoxyphenyl)-1H-pyrazolo[3,4-d]pyrimidin-1-yl)piperidine-1-yl)-8-oxooctyl)thio)-2-(2,6-dioxopiperidin-3-yl)-4-fluoroisoindoline-1,3-dione NC1=C2C(=NC=N1)N(N=C2C2=CC=C(C=C2)OC2=CC=CC=C2)[C@H]2CN(CCC2)C(CCCCCCCSC=2C(=C1C(N(C(C1=CC2)=O)C2C(NC(CC2)=O)=O)=O)F)=O